2-(dimethylamino)-ethyl-acrylate CN(CCOC(C=C)=O)C